trifluorobutanamide FC(CCC(=O)N)(F)F